C(C)C(C(=O)[O-])CCCC.[Zr+4].C(C)C(C(=O)[O-])CCCC.C(C)C(C(=O)[O-])CCCC.C(C)C(C(=O)[O-])CCCC zirconium (2-ethylhexanoate)